FC1=C(C=C(C=C1)F)C(CC#CC#CC=1C=C(C=2N(C1)N=CC2)C(=O)N)C=2C(N(C=CC2)C)=O 6-(6-(2,5-difluorophenyl)-6-(1-methyl-2-oxo-1,2-dihydropyridin-3-yl)hexa-1,3-diyne-1-yl)pyrazolo[1,5-a]pyridine-4-carboxamide